CN(C)C1=NC2=CC=CC=C2C=C1 (dimethylamino)quinolin